3-(difluoromethyl)-5,6,7,8-tetrahydro-[1,2,4]triazolo[4,3-a]pyrazine FC(C1=NN=C2N1CCNC2)F